NC1=C(C(N(C2=CC(=CC=C12)Br)C1=CC=C(C=C1)[N+](=O)[O-])=O)C(=O)O 4-Amino-7-bromo-1-(4-nitrophenyl)-2-oxo-1,2-dihydroquinoline-3-carboxylic acid